2-(((8Z,11Z,14Z,17Z)-icosa-8,11,14,17-tetraen-1-yl)oxy)butanoic acid C(CCCCCC\C=C/C\C=C/C\C=C/C\C=C/CC)OC(C(=O)O)CC